N1(N=CN=C1)CCNC=1C=C(C=CC1C1OCCC1)NC1=CC=CC=C1 N3-(2-(1H-1,2,4-triazol-1-yl)ethyl)-N1-phenyl-4-(tetrahydrofuran-2-yl)benzene-1,3-diamine